C(C(C)C)(=O)OC=1C(=NC=CC1OC)C(N[C@H](C(=O)N[C@H](C(C1=CC(=C(C=C1)OC)OC)C1=CC(=C(C=C1)OC)OC)C)C)=O 2-(((S)-1-(((S)-1,1-bis(3,4-dimethoxyphenyl)propan-2-yl)amino)-1-oxopropan-2-yl)carbamoyl)-4-methoxypyridin-3-yl isobutyrate